trans-N1-(5-(4-fluoro-1-isopropyl-2-methyl-1H-benzo[d]imidazol-6-yl)pyrrolo[2,1-f][1,2,4]triazin-2-yl)cyclobutane-1,3-diamine FC1=CC(=CC=2N(C(=NC21)C)C(C)C)C=2C=CN1N=C(N=CC12)N[C@@H]1C[C@H](C1)N